C(C)OC(CC1=CC(=C(C=C1)O)OC)=O 2-(4-Hydroxy-3-methoxy-phenyl)acetic acid ethyl ester